5-Methyl-5-(4-piperidyl)-2,4-imidazolidinedione CC1(C(NC(N1)=O)=O)C1CCNCC1